methoxyglucuronic acid COC(=O)[C@H](O)[C@@H](O)[C@H](O)[C@H](O)C(=O)O